N-(4-oxo-3-phenyl-2-thioxo-1,2,3,4-tetrahydroquinazolin-6-yl)acetamide O=C1N(C(NC2=CC=C(C=C12)NC(C)=O)=S)C1=CC=CC=C1